C(C)(C)(C)[Si](C)(C)OC1=C(C=C(C=C1)C=C(Br)Br)OC Tert-butyl(4-(2,2-dibromovinyl)-2-methoxyphenoxy)dimethylsilane